O[C@@H](C(=O)OC)C methyl (R)-2-hydroxypropanoate